CC1=NC=C(C=C1NC(=O)C1=NOC2=C1C=CC(=C2)C=2C=NN(C2)C)NC(CN2[C@H](CCC2)C)=O N-[2-Methyl-5-[[2-[(2S)-2-methylpyrrolidin-1-yl]acetyl]amino]-3-pyridyl]-6-(1-methylpyrazol-4-yl)-1,2-benzoxazole-3-carboxamide